5-tert-butyl-N-[[4-[6-[4-[[4-[4-[(2,6-dioxo-3-piperidyl)amino]phenyl]-1-piperidyl]methyl]phenyl]pyrrolo[1,2-b]pyridazin-4-yl]-2-methyl-phenyl]methyl]-1,2,4-oxadiazole-3-carboxamide C(C)(C)(C)C1=NC(=NO1)C(=O)NCC1=C(C=C(C=C1)C=1C=2N(N=CC1)C=C(C2)C2=CC=C(C=C2)CN2CCC(CC2)C2=CC=C(C=C2)NC2C(NC(CC2)=O)=O)C